C(C)C=1C(=CC2=C(N(C(N2)=O)[C@H]2CN(CCC2)CC(C)C)C1)C=1C=C(C=2N(C1)N=CN2)OC (R)-6-Ethyl-1-(1-isobutylpiperidin-3-yl)-5-(8-methoxy-[1,2,4]triazolo[1,5-a]pyridin-6-yl)-1,3-dihydro-2H-benzo[d]imidazol-2-on